CN1C(=NC=C1C)C 1,2,5-trimethyl-imidazole